bicyclo[2.2.1]heptanone C1CC2CC1CC2=O